(5S)-8-[[(1R,2R,4S)-4-[(Z)-N-(1,1-dimethylethoxy)-C-phenyl-carbonimidoyl]-2-hydroxy-cyclohexyl]-methyl-amino]-5-methyl-6-oxo-1,5-naphthyridine-2,7-dicarbonitrile CC(C)(O\N=C(/C1=CC=CC=C1)\[C@@H]1C[C@H]([C@@H](CC1)N(C1=C(C(N(C=2C=CC(=NC12)C#N)C)=O)C#N)C)O)C